1-((3R,4S)-3-fluoro-4-((6-fluoro-5-(1-(2-fluoroethyl)-1H-benzo[d][1,2,3]triazol-6-yl)-4-(methoxy-d3)pyrrolo[2,1-f][1,2,4]triazin-2-yl)amino)piperidin-1-yl)ethan-1-one F[C@@H]1CN(CC[C@@H]1NC1=NN2C(C(=N1)OC([2H])([2H])[2H])=C(C(=C2)F)C=2C=CC1=C(N(N=N1)CCF)C2)C(C)=O